N(=[N+]=[N-])C1C(N(C(C(C1)C1=C(C(=CC(=C1)F)F)F)C)CC(F)(F)F)=O 3-Azido-6-methyl-1-(2,2,2-trifluoroethyl)-5-(2,3,5-trifluorophenyl)piperidin-2-one